[2-(methacryloylamino)ethyl]tri-methylammonium dihydrogen phosphate P(=O)(O)(O)[O-].C(C(=C)C)(=O)NCC[N+](C)(C)C